ClC=1C=C(CC=2C=CC(=NC2)NC(=O)C2=NN(C(C=C2)=O)C)C=CC1F N-(5-(3-chloro-4-fluorobenzyl)pyridin-2-yl)-1-methyl-6-oxo-1,6-dihydropyridazine-3-carboxamide